NC(/C=C/[C@H](CCC1=CC=CC=C1)NC([C@H](CC1=CC=CC=C1)NC(=O)N1CCN(CC1)C)=O)=O N-((S)-1-(((S,E)-6-Amino-6-oxo-1-phenylhex-4-en-3-yl)amino)-1-oxo-3-phenylpropan-2-yl)-4-methylpiperazine-1-carboxamide